NC=1C2=C(N=CN1)N(C=C2C2=CC=C(C=1N2C=CN1)NC(=O)NC1=NOC(=C1)C1(CC1)C(F)(F)F)C(C)C 1-(5-(4-AMINO-7-ISOPROPYL-7H-PYRROLO[2,3-D]PYRIMIDIN-5-YL)IMIDAZO[1,2-A]PYRIDIN-8-YL)-3-(5-(1-(TRIFLUOROMETHYL)CYCLOPROPYL)ISOXAZOL-3-YL)UREA